FC(CCC(=O)NC1=NC=C(C=C1)C1=CC=C2C=CN(C(C2=C1)=O)CCC)(C)F 4,4-Difluoro-N-(5-(1-oxo-2-propyl-1,2-dihydroisoquinolin-7-yl)pyridin-2-yl)pentanamide